2λ6-thia-3,9,11,20,25-pentaazatetracyclo[19.3.1.05,10.011,15]pentacosa-1(24),5,7,9,21(25),22-hexaene-2,2,4-trione C=12S(NC(C3=CC=CN=C3N3CCCC3CCCCNC(C=CC1)=N2)=O)(=O)=O